OCC=1C=CC(=C(C1)NC1=NNC(=C1)C1=CC=C(C=C1)O)C 4-(3-((5-(hydroxymethyl)-2-methylphenyl)amino)-1H-pyrazol-5-yl)phenol